3,5-dimethylcyclopentane-1,2-dione CC1C(C(C(C1)C)=O)=O